FC1=CC=C(C=N1)C1=C(N(C2=CC=CC=C12)C1CCOCC1)C=CC1CC(OC(C1)(C)C)(C)C (6-fluoropyridin-3-yl)(2,2,6,6-tetramethyltetrahydro-4H-pyran-4-ylmethylene)methyl-1-(tetrahydro-2H-pyran-4-yl)-1H-indole